3-((2-cyclopropyl-8-methoxy-2,3-dihydrobenzo[b][1,4]dioxin-6-yl)methyl)-6-(1-methyl-1H-imidazol-4-yl)-3H-imidazo[4,5-b]pyridine C1(CC1)C1COC2=C(O1)C(=CC(=C2)CN2C=NC=1C2=NC=C(C1)C=1N=CN(C1)C)OC